Cl.C1(CCC1)N1C(N(C(C12CCNCC2)=O)C=2C=NC(=CC2)C(F)(F)F)=O 1-cyclobutyl-3-(6-(trifluoromethyl)pyridin-3-yl)-1,3,8-triazaspiro[4.5]decane-2,4-dione hydrochloride